4-chloro-6-(4-(trifluoromethyl)phenyl)pyrimidine ClC1=NC=NC(=C1)C1=CC=C(C=C1)C(F)(F)F